C(C)(C)C=1OC(=CN1)C(=O)NC(CCC=CC(=O)[O-])C=O 6-(2-isopropyloxazole-5-carboxamido)-7-oxohept-2-enoate